6-(diethylamino)pyridine-3-carbaldehyde C(C)N(C1=CC=C(C=N1)C=O)CC